N-(1H-1,3-benzodiazol-5-ylmethyl)-2-(3,4-dimethoxyphenyl)-3-methylaniline N1C=NC2=C1C=CC(=C2)CNC2=C(C(=CC=C2)C)C2=CC(=C(C=C2)OC)OC